indoline bromide salt [Br-].N1CCC2=CC=CC=C12